BrC1=CN=C(C(=N1)C(=O)O)Cl 6-bromo-3-chloro-pyrazine-2-carboxylic acid